1-ethyl-1-[5-(triethylammonio)pentyl]piperidinium C(C)[N+]1(CCCCC1)CCCCC[N+](CC)(CC)CC